2-fluoro-3-methoxy-naphthalene FC1=CC2=CC=CC=C2C=C1OC